CC=1OC2=C(C1C(=O)NC1(CCC1)CNCC(F)(F)F)C=C(C=C2)OCC=2C(=NC=CC2)C(F)(F)F 2-methyl-N-(1-(((2,2,2-trifluoroethyl)amino)methyl)cyclobutyl)-5-((2-(trifluoromethyl)pyridin-3-yl)methoxy)benzofuran-3-carboxamide